1,4-bis-(3-aminobutyl)-piperazine NC(CCN1CCN(CC1)CCC(C)N)C